ClC=1C=C(C=2N(N1)C=NN2)SC 6-chloro-8-methylsulfanyl-[1,2,4]triazolo[4,3-b]pyridazine